NC1=C(C(N(C2=CC(=CC=C12)Br)C1=CC=C(C=C1)[C@@H](C)O[Si](C)(C)C(C)(C)C)=O)C(=O)OC methyl 4-amino-7-bromo-1-(4-(1-(R)-((tert-butyldimethylsilyl)oxy)ethyl)phenyl)-2-oxo-1,2-dihydroquinoline-3-carboxylate